C(C)(C)(C)OC(NC1CC2CCC(C1)N2)=O N-[(3-endo)-8-azabicyclo[3.2.1]oct-3-yl]carbamic acid tert-butyl ester